C(C=C)(=O)N1C[C@H](CCC1)C1=NC(=NO1)C1=CC(=C(C=C1)NC(C1=NC(=CC=C1)C1=C(C=NN1)Cl)=O)F (S)-N-(4-(5-(1-acryloylpiperidin-3-yl)-1,2,4-oxadiazol-3-yl)-2-fluorophenyl)-6-(4-chloro-1H-pyrazol-5-yl)picolinamide